8,14-dioxa-3-thia-10,19,20,23-tetraazatetracyclo[13.5.2.12,5.018,21]tricosa-1(20),2(23),4,15,17,21-hexaen-9-one C=12C=3SC=C(CCOC(NCCCOC4=CC=C(NN1)C2=C4)=O)N3